C1(CC1)S(=O)(=O)C1=CC=C(C=N1)C1=CC=C2C(=N1)SC=N2 5-(6-(cyclopropylsulfonyl)pyridin-3-yl)thiazolo[5,4-b]pyridine